glycerol monoarachidate C(CCCCCCCCCCCCCCCCCCC)(=O)OCC(O)CO